2-Hydroxy-3-bromo-5-methylpyrazine OC1=NC=C(N=C1Br)C